(R)-6-bromo-N3-((tetrahydrofuran-3-yl)methyl)pyridine-3,4-diamine BrC1=CC(=C(C=N1)NC[C@@H]1COCC1)N